N1(C=NC=C1)CC(=O)N1CC2(CCN3N=C(C=C32)C=3C=NC2=CC=CC=C2C3)C1 2-(1H-imidazol-1-yl)-1-[2'-(quinolin-3-yl)-5',6'-dihydrospiro[azetidine-3,4'-pyrrolo[1,2-b]pyrazol]-1-yl]ethan-1-one